The molecule is a tetrahydroxyflavan in which the four hydroxy substituents are located at positions 4, 4', 5 and 7. It has a role as a metabolite. C1[C@H](OC2=CC(=CC(=C2C1O)O)O)C3=CC=C(C=C3)O